BrC1=C(C=C2C(=C(C(=NC2=C1F)SC)[N+](=O)[O-])N([C@H]1[C@H]2CN([C@@H]1C2)C(=O)OC(C)(C)C)C(=O)OC(C)(C)C)I tert-Butyl (1R,4R,5S)-5-((7-Bromo-8-fluoro-6-iodo-2-(methylthio)-3-nitroquinolin-4-yl)(tert-butoxycarbonyl)amino)-2-azabicyclo[2.1.1]hexane-2-carboxylate